C1=CC=CC=2C3=CC=CC=C3N(C12)C[C@](C(=O)NC1=CC(=C(C=C1)C#N)Cl)(C)O (S)-3-(9H-carbazol-9-yl)-N-(3-chloro-4-cyanophenyl)-2-hydroxy-2-methylpropanamide